tertiary butylperoxyacetate C(C)(C)(C)OOC(C)=O